(2S)-1-[(2S)-6-amino-2-[[(1S)-1-carboxy-3-phenylpropyl]amino]hexanoyl]pyrrolidine NCCCC[C@@H](C(=O)N1CCCC1)N[C@@H](CCC1=CC=CC=C1)C(=O)O